1-methylimidazolium bromide [Br-].CN1C=[NH+]C=C1